Tert-butyl 4-(2-((2-methyl-3-((5-(methylsulfanyl) pyrimidin-2-yl) amino) propyl) amino) benzo[d]thiazol-6-yl)-1H-pyrazole-1-carboxylate CC(CNC=1SC2=C(N1)C=CC(=C2)C=2C=NN(C2)C(=O)OC(C)(C)C)CNC2=NC=C(C=N2)SC